[Pb](Br)Br.CN methyl-ammonia lead bromide